N=1N=C(N2C1C=CC=C2)C#CC2=C(C=CC=1C(=NOC12)NC1=NC(=NO1)C(F)(F)F)C 7-([1,2,4]triazolo[4,3-a]pyridin-3-ylethynyl)-6-methyl-N-(3-(trifluoromethyl)-1,2,4-oxadiazol-5-yl)benzo[d]isoxazol-3-amine